NC=1C(NC2=C3C=CC=NC3=C(C=C2C1C=1C2=CN(N=C2C(=C(C1)F)Cl)C1OCCCC1)Br)=O 3-amino-6-bromo-4-[7-chloro-6-fluoro-2-(oxan-2-yl)indazol-4-yl]-1H-1,7-phenanthrolin-2-one